cis-tert-butyl 2-(4-aminophenyl)-2,3,4,4a,5,6,7,7a-octahydro-1H-cyclopenta[b]pyridine-3-carboxylate NC1=CC=C(C=C1)C1C(CC2C(N1)CCC2)C(=O)OC(C)(C)C